bis{9-[2-(2-hydroxyethoxy)carbonylethyl]fluoren-9-yl}methane OCCOC(=O)CCC1(C2=CC=CC=C2C=2C=CC=CC12)CC1(C2=CC=CC=C2C=2C=CC=CC12)CCC(=O)OCCO